F[C@@H]1C[C@@]2(CCCN2C1)COC=1N=C(C2=C(N1)C(=C(N=C2)C2=CC(=CC1=CC=C(C(=C21)C#C)F)O)F)N2CC(CCC2)CO 4-(2-{[(2r,7as)-2-fluoro-hexahydro-1H-pyrrolizin-7a-yl]methoxy}-8-fluoro-4-[3-(hydroxymethyl)piperidin-1-yl]pyrido[4,3-d]pyrimidin-7-yl)-5-ethynyl-6-fluoronaphthalene-2-ol